4-oxo-1-{[(1R)-1-phenylethyl]carbamoyl}azetidine-2-carboxylic acid ethyl ester C(C)OC(=O)C1N(C(C1)=O)C(N[C@H](C)C1=CC=CC=C1)=O